3-(4-aminophenoxy)benzonitrile NC1=CC=C(OC=2C=C(C#N)C=CC2)C=C1